3-(2-chloro-3-fluoropyridin-4-yl)propanal ClC1=NC=CC(=C1F)CCC=O